2-(2,5-dihydroxyphenyl)benzimidazole tin chromium [Cr].[Sn].OC1=C(C=C(C=C1)O)C=1NC2=C(N1)C=CC=C2